N1CCC2(CC1)C=C1C(NCS1)=C2N dihydrospiro[cyclopenta[d]thiazole-5,4'-piperidin]-4-amine